3-(6-methoxypyridin-3-yl)-3-(3-(4-(5,6,7,8-tetrahydro-1,8-naphthyridin-2-yl)butyl)cyclobutyl)propanoic acid COC1=CC=C(C=N1)C(CC(=O)O)C1CC(C1)CCCCC1=NC=2NCCCC2C=C1